C1(CCC1)NC1=NC=C2N=C(N(C2=N1)C1CCC(CC1)C(=O)N)NC1=C(C=C(C=C1F)Cl)Cl (1s,4s)-4-(2-(cyclobutylamino)-8-(2,4-dichloro-6-fluorophenylamino)-9H-purin-9-yl)cyclohexanecarboxamide